(7-oxabicyclo[2.2.1]heptan-1-yl)methanol C12(CCC(CC1)O2)CO